C(C(=O)OC1(C(N(CCCC1)C(=O)OC(C)(C)C)C)C1=CC=2C(=NC=CC2Cl)S1)(=O)OC methyl 1-(tert-butoxycarbonyl)-3-(4-chlorothieno[2,3-b]pyridin-2-yl)-2-methylazepan-3-yl oxalate